C(C)C=1C(NC2=CC(=CN=C2C1)CN1CCN(CC1)C=1C=NC(=CC1)NC1=NN(C=C1)C)=O 3-ethyl-7-((4-(6-((1-methyl-1H-pyrazol-3-yl)amino)pyridin-3-yl)piperazin-1-yl)methyl)-1,5-naphthyridin-2(1H)-one